(R)-4-(3-cyano-4-((1-(2-methyl-3-(trifluoromethyl)phenyl)ethyl)amino)quinolin-6-yl)piperazine-1-carboxylate hydrochloride salt Cl.C(#N)C=1C=NC2=CC=C(C=C2C1N[C@H](C)C1=C(C(=CC=C1)C(F)(F)F)C)N1CCN(CC1)C(=O)O